N-methylperfluoro-1-butanesulfonamide CNS(=O)(=O)C(C(C(C(F)(F)F)(F)F)(F)F)(F)F